8-hydroxy-eicosapentaenoic acid OC(C=CC=CC=CC(=O)O)=CC=CCCCCCCCCC